(S)-N-(3-(2-(3,6-dihydro-2H-pyran-4-yl)-6-(((R)-1-hydroxypropan-2-yl)amino)pyridin-4-yl)-4-methylphenyl)-3-(2,2,2-trifluoroethyl)pyrrolidine-1-carboxamide O1CCC(=CC1)C1=NC(=CC(=C1)C=1C=C(C=CC1C)NC(=O)N1C[C@@H](CC1)CC(F)(F)F)N[C@@H](CO)C